(2S,3R)-2-benzoyl-3-(pyridin-3-yl)spiro[cyclopropane-1,2'-indene]-1',3'-dione C(C1=CC=CC=C1)(=O)[C@H]1[C@@H](C12C(C1=CC=CC=C1C2=O)=O)C=2C=NC=CC2